rac-(1S*,2S*)-2-(3-chloro-6-cyano-2-fluorophenyl)-N-(6-(((6-cyclopropyl-imidazo[1,2-a]pyridin-2-yl)methyl)amino)pyrimidin-4-yl)cyclopropane-1-carboxamide, formic acid salt C(=O)O.ClC=1C(=C(C(=CC1)C#N)[C@@H]1[C@H](C1)C(=O)NC1=NC=NC(=C1)NCC=1N=C2N(C=C(C=C2)C2CC2)C1)F |r|